propionic acid (Z)-3,7-dimethyl-2,7-octadienyl ester C/C(=C/COC(CC)=O)/CCCC(=C)C